1-(3-cyano-5-methylthiophene-2-yl)-2,5-dimethyl-1H-pyrrole-3-carboxylic acid ethyl ester C(C)OC(=O)C1=C(N(C(=C1)C)C=1SC(=CC1C#N)C)C